BrC1=CN=C2N1C=1C=CC=CC1C=1C=CC=CC21 3-Bromo-imidazo[1,2-f]phenanthridin